6-(3-(1-((1R,2R,3R,5S)-2-fluoro-8-azabicyclo[3.2.1]octan-3-yl)vinyl)-1,2,4-triazin-6-yl)isoquinolin-7-ol F[C@H]1[C@H]2CC[C@@H](C[C@@H]1C(=C)C=1N=NC(=CN1)C=1C=C3C=CN=CC3=CC1O)N2